CP(SCCC[Si](OCC)(OCC)OCC)SCCC[Si](OCC)(OCC)OCC bis-(3-triethoxysilyl-1-propyl) methyldithiophosphonite